β-Methyl-7-methyltryptophan CC([C@H](N)C(=O)O)C1=CNC2=C(C=CC=C12)C